C1(CC=CC2=CC3=CC4=CC5=CC6=CC7=CC8=CC9=CC%10=CC=CC=C%10C=C9C=C8C=C7C=C6C=C5C=C4C=C3C=C12)=O decaceneOne